5-Bromo-1-ethyl-6-methoxyindol-2-one BrC=1C=C2CC(N(C2=CC1OC)CC)=O